C(C)(=O)N1CC2(C1)N(C(CN(C2=O)C2=NC=C(C=C2F)Br)=O)[C@@H](C)C2=CC=C(C=C2)C(F)(F)F (S)-2-acetyl-8-(5-bromo-3-fluoropyridin-2-yl)-5-(1-(4-(trifluoromethyl)phenyl)ethyl)-2,5,8-triazaspiro[3.5]nonane-6,9-dione